(R)-1-(2-hydroxypropyl)urea O[C@@H](CNC(=O)N)C